2-[[6-methoxy-7-(3-methoxypropoxy)-3-(morpholine-4-carbonyl)-4-quinolinyl]amino]benzoic acid COC=1C=C2C(=C(C=NC2=CC1OCCCOC)C(=O)N1CCOCC1)NC1=C(C(=O)O)C=CC=C1